sodium acrylamide hexadecyl-sulfate C(CCCCCCCCCCCCCCC)OS(=O)(=O)[O-].C(C=C)(=O)N.[Na+]